C(CCC)OC1=CC=C(C=C1)S(=O)(=O)NCCCC1CCCCC1 4-butoxy-N-(3-cyclohexylpropyl)benzenesulfonamide